C(C)SC1=C(C=CC(=C1)C(F)(F)F)C1=CN=CN1C 5-(2-(ethylsulfanyl)-4-(trifluoromethyl)phenyl)-1-methyl-1H-imidazole